4-(4-(6-Fluorobenzofuran-3-yl)furan-2-yl)-4-oxobutanoic acid methyl ester COC(CCC(=O)C=1OC=C(C1)C1=COC2=C1C=CC(=C2)F)=O